BrC1=CC=C(C=C1)N1CC(OCC1)CN(C)C 1-[4-(4-bromophenyl)morpholin-2-yl]-N,N-dimethyl-methanamine